Methyl (S)-4-(1-(1-(4-hydroxybenzyl)-6-(trifluoromethyl)-2,3-dihydro-1H-imidazo[1,2-b]pyrazole-7-carboxamido)ethyl)benzoate OC1=CC=C(CN2CCN3N=C(C(=C32)C(=O)N[C@@H](C)C3=CC=C(C(=O)OC)C=C3)C(F)(F)F)C=C1